BrC=1C=NC(=NC1)C(C)(C)OCC 5-bromo-2-(2-ethoxypropan-2-yl)pyrimidine